NC1=NC(=C(C=2N1N=C(N2)CN2N=NN=C2C2=NC=CC=C2)C2=CC(=NC=C2)N)C=2C=C(C#N)C=CC2 3-(5-amino-8-(2-aminopyridin-4-yl)-2-((5-(pyridin-2-yl)-1H-tetrazol-1-yl)methyl)-[1,2,4]triazolo[1,5-c]pyrimidin-7-yl)benzonitrile